8-methoxy-6-(3-(5-(1-(tetrahydro-2H-pyran-4-yl)piperidin-4-yl)pyridin-2-yl)-4-(2,2,2-trifluoroethyl)-1H-pyrazol-5-yl)-[1,2,4]triazolo[1,5-a]pyridine COC=1C=2N(C=C(C1)C1=C(C(=NN1)C1=NC=C(C=C1)C1CCN(CC1)C1CCOCC1)CC(F)(F)F)N=CN2